2-(6,8-Dihydro-5H-imidazo[2,1-c][1,4]oxazin-2-yl)-8-[(1S)-1-hydroxyethyl]-3,6-dimethyl-chromen-4-one N=1C(=CN2C1COCC2)C=2OC1=C(C=C(C=C1C(C2C)=O)C)[C@H](C)O